N-(4-(4-(2-Cyanopropanamido)-1H-indol-1-yl)pyridin-2-yl)cyclopropancarboxamid C(#N)C(C(=O)NC1=C2C=CN(C2=CC=C1)C1=CC(=NC=C1)NC(=O)C1CC1)C